tert-butyl 7-(2-{[4-(2-methanesulfonylpropan-2-yl)phenyl]amino}-5H,6H,7H,8H-pyrido[3,4-d]pyrimidin-7-yl)-8-methyl-1H,2H,3H-pyrido[2,3-b][1,4]oxazine-1-carboxylate CS(=O)(=O)C(C)(C)C1=CC=C(C=C1)NC=1N=CC2=C(N1)CN(CC2)C2=C(C1=C(OCCN1C(=O)OC(C)(C)C)N=C2)C